4-amino-1-ethyl-1H-pyrazolo[4,3-c]quinoline-8-carbonyl chloride hydrochloride Cl.NC1=NC=2C=CC(=CC2C2=C1C=NN2CC)C(=O)Cl